N1=NC(=CC2=C1C1=C(CCC2)C=CC=C1)N1N=C(N=C1N)NC1=CC(=C(C=C1)C1NCC2C1CNC2)F 1-(6,7-dihydro-5H-benzo[6,7]cyclohepta[1,2-c]pyridazin-3-yl)-N3-(3-fluoro-4-(octahydropyrrolo[3,4-c]pyrrolyl)phenyl)-1H-1,2,4-triazole-3,5-diamine